octahydro-4,7-methyleneindene-1,5-dimethylamine C1C2C3CCC(C3C1CC2CN)CN